C(CCCC(=O)OC(CCCCCCCC)CCCCCCCC)(=O)OCC(COC(NCCN(CC)CC)=O)COC(CCOC(CC(CCCCCCCC)CCCCCCCC)=O)=O 3-(((2-(diethylamino)ethyl)carbamoyl)oxy)-2-(((3-((3-octylundecanoyl)oxy)propanoyl)oxy)methyl)propyl heptadecan-9-yl glutarate